5-chloro-2-methyl-3-(propan-2-yl)-3H-imidazo[4,5-b]pyridine ClC1=CC=C2C(=N1)N(C(=N2)C)C(C)C